N-((2R)-1-(4-(3-chlorophenyl)-1-oxo-2,8-diazaspiro[4.5]decan-8-yl)-3-methyl-1-oxobutan-2-yl)-2-fluoro-5-(trifluoromethyl)benzamide ClC=1C=C(C=CC1)C1CNC(C12CCN(CC2)C([C@@H](C(C)C)NC(C2=C(C=CC(=C2)C(F)(F)F)F)=O)=O)=O